1-(1-(1-acryloylazetidin-3-yl)propyl)-7-chloro-4-(2-isopropyl-4-methylpyridin-3-yl)-6-(5-methyl-1H-indazol-4-yl)-1,4-dihydropyridine C(C=C)(=O)N1CC(C1)C(CC)N1C=CC(C=C1C1=C2C=NNC2=C(C=C1C)Cl)C=1C(=NC=CC1C)C(C)C